5-(4-fluorophenyl)-2-(methylthio)-1H-pyrrole-3-carbonitrile FC1=CC=C(C=C1)C1=CC(=C(N1)SC)C#N